3,4-Dimethyl-phenol CC=1C=C(C=CC1C)O